C(C1=CC=CC=C1)OC1=NC(=CC=C1C1=C(C=C(C=C1)N1CCC2(CCN(CC2)C(=O)OC(C)(C)C)CC1)F)OCC1=CC=CC=C1 tert-butyl 9-[4-(2,6-dibenzyloxy-3-pyridyl)-3-fluoro-phenyl]-3,9-diazaspiro[5.5]undecane-3-carboxylate